COCCOCCCNC(C=C)=O N-3-(2-methoxyethoxy)propylacrylamide